(((1-((1-(fluoromethyl)cyclopropyl)sulfonyl)cyclopropyl)methoxy)methyl)benzene Methyl-(R)-3-methyl-2,3,4,5-tetrahydrobenzo[f][1,4]oxazepine-8-carboxylate COC(=O)C1=CC2=C(CN[C@@H](CO2)C)C=C1.FCC1(CC1)S(=O)(=O)C1(CC1)COCC1=CC=CC=C1